CC=1C=C2C(C(NC2=CC1)=O)=NN=C1SCC(N1C1=C(C=CC=C1OC)OC)=O 5-methyl-3-(2-(3-(2,6-dimethoxyphenyl)-4-oxothiazolidin-2-ylidene)hydrazono)indol-2-one